CC1(N(CCC1)C1=CC=C2C(=N1)OC(C=C2C2=C(C=CC=C2)C)=O)C(=O)O 2-methyl-1-(2-oxo-4-(o-tolyl)-2H-pyrano[2,3-b]pyridin-7-yl)pyrrolidine-2-carboxylic acid